2-(3-bromo-2-methylphenyl)oxazolo[5,4-b]pyridine-6-methanol BrC=1C(=C(C=CC1)C=1OC2=NC=C(C=C2N1)CO)C